ClC=1C=C(NC2(CCC3([C@H](CC4=CC=CC(=C34)F)C[C@H](CO)C)CC2)C(=O)OC)C=CC1 methyl (1r,2'S,4S)-4-(3-chloroanilino)-7'-fluoro-2'-[(2R)-3-hydroxy-2-methylpropyl]-2',3'-dihydrospiro[cyclohexane-1,1'-indene]-4-carboxylate